1-(tert-butyl) 6-methyl 8-bromo-2,3,4,5-tetrahydro-1H-thieno[3,4-b][1,4]diazepine-1,6-dicarboxylate BrC=1SC(=C2C1N(CCCN2)C(=O)OC(C)(C)C)C(=O)OC